CN(CCN(C1=C(C=C(C(=C1)OC)NC1=NC=NC(=C1)N1OCC[C@@H]1C1=CC(=CC=C1)OC)NC(C=C)=O)C)C N-(2-((2-(dimethylamino)ethyl)-(methyl)amino)-4-methoxy-5-((6-((R)-3-(3-methoxyphenyl)isoxazolidine-2-yl)pyrimidine-4-yl)amino)phenyl)acrylamide